C(C)[C@]1(C(OCC=2C(N3CC=4C(=NC=5C=C(C(=C6C5C4[C@H](CC6)NC)C)F)C3=CC21)=O)=O)O (1S,9S)-9-ethyl-5-fluoro-9-hydroxy-4-methyl-1-(methylamino)-1,2,3,9,12,15-hexahydro-10H,13H-benzo[de]pyrano[3',4':6,7]indolizino[1,2-b]quinoline-10,13-dione